N-(3-((1s,3s)-3-aminocyclobutane-1-carboxamido)propyl)-2-ethyl-4-((3-(3-(trifluoromethyl)-1H-pyrazol-4-yl)imidazo[1,2-a]pyrazin-8-yl)amino)benzamide formate C(=O)O.NC1CC(C1)C(=O)NCCCNC(C1=C(C=C(C=C1)NC=1C=2N(C=CN1)C(=CN2)C=2C(=NNC2)C(F)(F)F)CC)=O